CC1([C@H]2[C@@H]1CN1[C@@H]2C(N[C@@H](C[C@H]2[C@@H](CCCC[C@@H](C1=O)NS(=O)(=O)C1=CC=CC=C1)CNC2=O)C(=O)N)=O)C (3aR,8S,11aS,12aR,12bS,15S,16aS)-12,12-dimethyl-1,9,13-trioxo-8-(phenylsulfonamido)icosahydrocyclopropa[3,4]pyrrolo[1,2-a]pyrrolo[3,4-g][1,4]diazacyclotetradecine-15-carboxamide